1-methyl-4-phenyl-1,2,3,6-tetrahydro-pyridine CN1CCC(=CC1)C1=CC=CC=C1